OC(COC1=CC(=C(C=C1)NCCO)[N+](=O)[O-])CO 1-(β,γ-dihydroxypropyl)oxy-3-nitro-4-(β-hydroxyethyl)aminobenzene